[C@H]1(CCC2=CC=CC=C12)N (R)-2,3-dihydro-1H-inden-1-amine